(4-(3-amino-7-bromo-1H-indazol-5-yl)pyridin-2-yl)pivalamide NC1=NNC2=C(C=C(C=C12)C1=CC(=NC=C1)CC(C(=O)N)(C)C)Br